1-(tert-butoxycarbonyl)-2,2-dimethyl-2,3-dihydro-1H-pyrrolo[2,3-c]pyridine 6-oxide C(C)(C)(C)OC(=O)N1C(CC=2C1=C[N+](=CC2)[O-])(C)C